1-((5-(2,6-dioxopiperidin-3-yl)-6-oxo-5,6-dihydro-4H-thieno[2,3-c]pyrrol-2-yl)methyl)-3-(3-hydroxy-4-tolyl)urea O=C1NC(CCC1N1C(C2=C(C1)C=C(S2)CNC(=O)NC2=C(C=C(C=C2)C)O)=O)=O